IC(C(=O)O)CCCCCCCCCCCCCCCC Monoiodostearic Acid